C(C)(C)(C)C=1C=C(C=CC1)C1CC2(CN(C2)C(=O)OC(C)(C)C)C1 tert-Butyl 6-(3-(tert-butyl)phenyl)-2-azaspiro[3.3]heptane-2-carboxylate